2,2,5,5-tetramethyl-3-oxopyrrolidin CC1(NC(CC1=O)(C)C)C